S1CCN(CC1)CCN 2-thiomorpholinoethan-1-amine